N=1N=C(N2C1C=CC=C2)[C@@H]2C[C@@H](CCC2)NC(OCCCC)=O butyl ((1R,3S)-3-([1,2,4]triazolo[4,3-a]pyridin-3-yl)cyclohexyl)carbamate